[O-]C#N.[Mg+2].[O-]C#N Magnesium cyanate